FC1=C(C=C2CN(C(C2=C1)=O)C1=NNC(C=C1)=O)OCC1=NC=C(C=C1)OC 6-Fluoro-5-((5-methoxypyridin-2-yl)methoxy)-2-(6-oxo-1,6-dihydropyridazin-3-yl)isoindolin-1-one